ClC1=C(C=C(C=C1)C1(OC1)C1=CC=CC=C1)C1=C(C(=CC=C1C#N)OCC(=O)N(C)C)F 2-((2'-Chloro-6-cyano-2-fluoro-5'-(2-phenyloxiran-2-yl)-[1,1'-biphenyl]-3-yl)oxy)-N,N-dimethylacetamide